CC=1C=CC=2N(C3=CC=C(C=C3C2C1)C)C1=C(C(=C(C(=C1N1C2=CC=C(C=C2C=2C=C(C=CC12)C)C)C1=NC2=C(N1C1=CC=CC=C1)C=CC=C2)N2C1=CC=C(C=C1C=1C=C(C=CC21)C)C)N2C1=CC=C(C=C1C=1C=C(C=CC21)C)C)C=2SC1=C(N2)C=CC=C1 2-(2,3,5,6-tetrakis(3,6-dimethyl-9H-carbazol-9-yl)-4-(1-phenyl-1H-benzo[d]imidazol-2-yl)phenyl)benzo[d]thiazole